Ethyl (S)-3-amino-3-(2',4,4'-trifluoro-6'-(hex-5-en-1-yl)-5-(trifluoromethyl)-[1,1'-biphenyl]-3-yl)propanoate hydrochloride Cl.N[C@@H](CC(=O)OCC)C=1C=C(C=C(C1F)C(F)(F)F)C1=C(C=C(C=C1CCCCC=C)F)F